(S)-1-(4-(((1,1-dioxidotetrahydrothiophen-3-yl)(methyl)amino)methyl)phenyl)-3-(4-methoxybenzyl)urea O=S1(C[C@H](CC1)N(C)CC1=CC=C(C=C1)NC(=O)NCC1=CC=C(C=C1)OC)=O